n-docosyl pentyl ether C(CCCC)OCCCCCCCCCCCCCCCCCCCCCC